ClC1=CC=C(C=N1)CN1N=C2N([C@@H](CCC2)C(=O)O)C1=O (5S)-2-[(6-Chloropyridin-3-yl)methyl]-3-oxo-2,3,5,6,7,8-hexahydro[1,2,4]triazolo[4,3-a]pyridine-5-carboxylic acid